(6-amino-pyridin-2-yl)-(1-methyl-piperidin-4-yl)-methanone NC1=CC=CC(=N1)C(=O)C1CCN(CC1)C